NC=1C=2N(C=CN1)C(=NC2C2=CC(=C(C=C2)NC(=O)NC2=CC(=C(C=C2)CN2CCN(CC2)C)C(F)(F)F)F)C2CNCC2 1-(4-(8-amino-3-(pyrrolidin-3-yl)imidazo[1,5-a]pyrazin-1-yl)-2-fluorophenyl)-3-(4-((4-methylpiperazin-1-yl)methyl)-3-(trifluoromethyl)phenyl)urea